Natrium vanadium phosphat fluorid [F-].P(=O)([O-])([O-])[O-].[V+5].[Na+]